5-[(4R,10bS)-8-[[(3S,4S)-4-methoxypyrrolidin-3-yl]-methyl-amino]-4-methyl-3,4,6,10b-tetrahydro-1H-pyrazino[2,1-a]isoindol-2-yl]quinoline-8-carbonitrile CO[C@@H]1[C@H](CNC1)N(C=1C=C2CN3[C@@H](C2=CC1)CN(C[C@H]3C)C3=C1C=CC=NC1=C(C=C3)C#N)C